IC=1C=NNC1C 4-iodo-5-methyl-1H-pyrazol